1-methyl-2-(piperidin-4-yl)-1H-benzimidazole CN1C(=NC2=C1C=CC=C2)C2CCNCC2